C(#N)N1[C@H]2[C@H]([C@@H](C1)C2)NC(=O)C2=NNC(=C2)C2=C(C=CC=C2)OC2=CC=CC=C2 N-[(1R,4R,5S)-2-cyano-2-azabicyclo[2.1.1]hexan-5-yl]-5-(2-phenoxyphenyl)-1H-pyrazole-3-carboxamide